1-(4-methyl-phenyl)-3-phenyl-2,3-epoxy-1-propanone CC1=CC=C(C=C1)C(C1C(O1)C1=CC=CC=C1)=O